CC1(OB(OC1(C)C)C=1C=NC=2CCN(C(C2C1)=O)CC1=C(C=CC=C1)OC(F)(F)F)C 3-(4,4,5,5-tetramethyl-1,3,2-dioxaborolan-2-yl)-6-(2-(trifluoromethoxy)benzyl)-7,8-dihydro-1,6-naphthyridin-5(6H)-one